5-chloro-2,2-dimethylpentanoic acid ethyl ester C(C)OC(C(CCCCl)(C)C)=O